N-[1-(2-methoxyphenyl)-3-phenyl-2-propynyl]Aniline COC1=C(C=CC=C1)C(C#CC1=CC=CC=C1)NC1=CC=CC=C1